(5S,7S)-2-[(S)-cyclopropyl-(fluoro)methyl]-7-fluoro-5-phenyl-6,7-dihydro-5H-pyrrolo[1,2-b][1,2,4]triazole C1(CC1)[C@@H](C=1N=C2N(N1)[C@@H](C[C@@H]2F)C2=CC=CC=C2)F